N-(3-(4-(3-(aminomethyl)phenyl)piperidine-1-carbonyl)phenyl)bicyclo[2.2.1]hept-5-ene-2-carboxamide NCC=1C=C(C=CC1)C1CCN(CC1)C(=O)C=1C=C(C=CC1)NC(=O)C1C2C=CC(C1)C2